3-[[2-chloro-6-[4-[4-[(4R)-4-(tert-butoxycarbonylamino)-2-oxo-pyrrolidin-1-yl]phenyl]sulfonylpiperazin-1-yl]-4-pyridinyl]-difluoro-methyl]cyclopentanecarboxylic acid ClC1=NC(=CC(=C1)C(C1CC(CC1)C(=O)O)(F)F)N1CCN(CC1)S(=O)(=O)C1=CC=C(C=C1)N1C(C[C@H](C1)NC(=O)OC(C)(C)C)=O